ClC=1C(=C(C=CC1OC[C@H]1OCCCC1)NC=1C2=C(N=CN1)C=CC(=N2)O[C@@H]2CN(CC2)C(=O)OC(C)(C)C)F tert-Butyl (S)-3-((4-((3-chloro-2-fluoro-4-(((S)-tetrahydro-2H-pyran-2-yl)methoxy)phenyl)amino)pyrido[3,2-d]pyrimidin-6-yl)oxy)pyrrolidine-1-carboxylate